4-(3-(2-fluorophenethyl)-6,7-dihydro-5H-pyrrolo[1,2-a][1,2,4]triazolo[3,4-c][1,4]diazepin-10-yl)-N-(1-methyl-1H-pyrazol-5-yl)pyrimidin-2-amine FC1=C(CCC2=NN=C3C=4N(CCCN32)C=C(C4)C4=NC(=NC=C4)NC4=CC=NN4C)C=CC=C1